1-(2-chloropyridin-4-yl)-3-phenylurea ClC1=NC=CC(=C1)NC(=O)NC1=CC=CC=C1